O=C1C[C@@H](CN1)OC(=O)N1CCN(CC1)C1=NC=2N(C=C1)N=CC2C=2C(=NC=CC2)NC2CNC2 (S)-5-oxopyrrolidin-3-yl-4-(3-(2-(azetidin-3-ylamino)pyridin-3-yl)pyrazolo[1,5-a]pyrimidin-5-yl)piperazine-1-carboxylate